7-((1r,4r)-4-(5-fluoro-1-methyl-1H-indazol-4-yl)cyclohexyl)-3-methylpyrido[2,3-b]pyrazin-6(5H)-one FC=1C(=C2C=NN(C2=CC1)C)C1CCC(CC1)C1=CC=2C(=NC(=CN2)C)NC1=O